CN(C(C1=CC=C(C=C1)NC1=NC=C(C(=N1)NCC=1C(=NC(=CC1)C)N(S(=O)(=O)C)C)C(F)(F)F)=O)C N,N-dimethyl-4-({4-[({6-methyl-2-[methyl(methylsulfonyl)amino]pyridin-3-yl}methyl)amino]-5-(trifluoromethyl)pyrimidin-2-yl}amino)benzamide